1-(4-hydroxyl-6-(2-hydroxypropan-2-yl)pyridin-2-yl)-1,2-dihydro-3H-pyrazolo[3,4-d]Pyrimidin-3-one OC1=CC(=NC(=C1)C(C)(C)O)N1NC(C=2C1=NC=NC2)=O